C(C)(C)(C)OC1=CC=CC=C1 tert-Butoxybenzol